C(C)C=1N(C2=C(C(=NC(=C2)C)C)N1)C1=CC=C(C=C1)CCN (4-(2-ethyl-4,6-dimethyl-1H-imidazo[4,5-c]pyridin-1-yl)-phenyl)ethylamine